tert-butyl (5-formyl-2,3-dihydro-1H-inden-2-yl)carbamate C(=O)C=1C=C2CC(CC2=CC1)NC(OC(C)(C)C)=O